2,6-diphenyl-4H-pyran C1(=CC=CC=C1)C=1OC(=CCC1)C1=CC=CC=C1